N,N,N',N'-tetraglycidyl-2,2-bis[4-(4-aminophenoxy)phenyl]propane lithium [Li].C(C1CO1)N(C1=CC=C(OC2=CC=C(C=C2)C(C)(C)C2=CC=C(C=C2)OC2=CC=C(C=C2)N(CC2CO2)CC2CO2)C=C1)CC1CO1